[N+](=[N-])=C(C#N)CC#N diazo-butanedinitrile